N-[3-[4-[[1-[(4aR,8aS)-3-oxo-4,4a,5,7,8,8a-hexahydropyrido[4,3-b][1,4]oxazin-6-carbonyl]-4-piperidinylidene]-phenyl-methyl]phenyl]prop-2-ynyl]carbamic acid tert-butyl ester C(C)(C)(C)OC(NCC#CC1=CC=C(C=C1)C(C1=CC=CC=C1)=C1CCN(CC1)C(=O)N1C[C@@H]2[C@@H](OCC(N2)=O)CC1)=O